NC1=CC(=C(C=C1)N1CCC(CC1)(O)CC(=O)OC(C)(C)C)C#N tert-butyl 2-[1-(4-amino-2-cyano-phenyl)-4-hydroxy-4-piperidyl]acetate